C[N+](C)(C)C.C(\C=C/C(=O)[O-])(=O)[O-].C[N+](C)(C)C maleic acid-tetramethyl-ammonium salt